FC(OC1=CC2=C(N=C(O2)NC2=NC3=C(N2C)C=CC(=C3)C(=O)NCCO)C=C1)F 2-((6-(difluorometh-oxy)benzo[d]oxazol-2-yl)amino)-N-(2-hydroxyethyl)-1-methyl-1H-benzo[d]-imidazole-5-carboxamide